2-tert-butyl-1-cyclohexanol C(C)(C)(C)C1C(CCCC1)O